dichloro(bis{di-tert-butyl-[4-(dimethylamino)phenyl]phosphanyl})palladium Cl[Pd](P(C(C)(C)C)(C(C)(C)C)C1=CC=C(C=C1)N(C)C)(P(C1=CC=C(C=C1)N(C)C)(C(C)(C)C)C(C)(C)C)Cl